ClC1=CC(=C2CC(CC2=C1)NC1=NC=C(C=N1)C(=O)N1CCC12COC2)C(F)(F)F (2-((6-chloro-4-(trifluoromethyl)-2,3-dihydro-1H-inden-2-yl)amino)pyrimidin-5-yl)(6-oxa-1-azaspiro[3.3]heptan-1-yl)methanone